5-((7-(1H-pyrazol-4-yl)quinazolin-2-yl)amino)-N-methylisothiazole-3-carboxamide N1N=CC(=C1)C1=CC=C2C=NC(=NC2=C1)NC1=CC(=NS1)C(=O)NC